N'-(4-(3-((3,5-dimethylbenzyl)oxy)oxetan-3-yl)-5-fluoro-2-methylphenyl)-N-ethyl-N-methylformimidamide CC=1C=C(COC2(COC2)C2=CC(=C(C=C2F)N=CN(C)CC)C)C=C(C1)C